C[C@H]1O[C@H](CC(C1)C1=NC2=CC=C(C=C2C=C1)C=O)C 2-((2R,6s)-2,6-dimethyltetrahydro-2H-pyran-4-yl)quinoline-6-carbaldehyde